8-[4-(2-hydroxy-2-phenylethyl)piperazin-1-yl]-5-methyl-7-nitro-6-oxo-5,6-dihydro-1,5-naphthyridine-2-carbonitrile OC(CN1CCN(CC1)C1=C(C(N(C=2C=CC(=NC12)C#N)C)=O)[N+](=O)[O-])C1=CC=CC=C1